FC1(CCNCC1)C1=CC=C2C(=NN(C2=C1)C)C1C(NC(CC1)=O)=O 3-[6-(4-fluoro-4-piperidyl)-1-methyl-indazol-3-yl]piperidine-2,6-dione